C(#N)N1[C@H]2[C@@H](C[C@@H]1CC2)NC(C2=CC(=C(C=C2)NC(CC(C)C)=O)C)=O N-((1R,2R,4S)-7-cyano-7-azabicyclo[2.2.1]heptan-2-yl)-3-methyl-4-(3-methylbutanamido)benzamide